trifluoromethyl-3-iodo-indole FC(F)(F)C=1NC2=CC=CC=C2C1I